6-Phenyl-quinoline-4-carboxylic acid C1(=CC=CC=C1)C=1C=C2C(=CC=NC2=CC1)C(=O)O